CC1=C(CC=2OCCN2)C=CC=C1 o-methylbenzyl-oxazoline